C(C)C(C(=O)OCC(COC(C(CCCC)CC)=O)(COC(C(CCCC)CC)=O)COC(C(CCCC)CC)=O)CCCC pentaerythritol tetra(ethyl caproate)